(2-(4-(benzyloxy)-3-chlorophenyl)-4-methoxybenzofuran-5-yl)ethan-1-one 1-methyl-5-(4,4,5,5-tetramethyl-1,3,2-dioxaborolan-2-yl)pyrrole-3-carboxylate CN1C=C(C=C1B1OC(C(O1)(C)C)(C)C)C(=O)O.C(C1=CC=CC=C1)OC1=C(C=C(C=C1)C=1OC2=C(C1)C(=C(C=C2)C(C)=O)OC)Cl